[Sn](F)(F)(F)Cl tin chloride trifluoride